ClC1=NC=C(C(=O)OC)C(=C1)N1CCOCC1 Methyl 6-chloro-4-morpholinonicotinate